3-(5-methyl-1,3,4-thiadiazol-2-yl)-N-(1-methylcyclopropyl)-2-sulfanylidene-1H-1,3-benzodiazole-5-sulfonamide CC1=NN=C(S1)N1C(NC2=C1C=C(C=C2)S(=O)(=O)NC2(CC2)C)=S